[Cl-].C[N+]1(CC(CC(C1)C)C)C N,N-dimethyl-3,5-dimethylpiperidinium chloride